ClC1=NC(=CC(=C1)B(O)O)C(F)(F)F 2-CHLORO-6-(TRIFLUOROMETHYL)PYRIDINE-4-BORONIC ACID